CNS(=O)(=O)C1CCN(CC1)C(=O)OC(C)(C)C tert-Butyl 4-(methylsulfamoyl)piperidine-1-carboxylate